C(N)(O[C@@H](C(=O)NC1CCN(CC1)C1=NC(=C(C(=C1C#N)CC)C#N)SC(C(=O)N)C1=CC=CC=C1)C(O)C(C)(C)C)=O ((2R)-tert-butyl 1-((1-(6-((2-amino-2-oxo-1-phenylethyl) thio)-3,5-dicyano-4-ethylpyridin-2-yl) piperidin-4-yl) amino)-3-hydroxy-1-oxopropan-2-yl) carbamate